N-[[1-[[(4-Fluorophenyl)amino]carbonyl]cyclopropyl]carbonyl]-N-methyl-β-alanin FC1=CC=C(C=C1)NC(=O)C1(CC1)C(=O)N(CCC(=O)O)C